tert-butyl 4-[(3R)-4-phenylsulfanyl-3-[4-sulfamoyl-2-(trifluoromethylsulfonyl)anilino]butyl]piperazine-1-carboxylate C1(=CC=CC=C1)SC[C@@H](CCN1CCN(CC1)C(=O)OC(C)(C)C)NC1=C(C=C(C=C1)S(N)(=O)=O)S(=O)(=O)C(F)(F)F